O[C@H]([C@H](C)O)C1=CC(=C(C=N1)C1=NC=C2C=C(N=CC2=C1)NC(=O)C1CC1)C N-(7-(6-((1S,2S)-1,2-dihydroxypropyl)-4-methylpyridin-3-yl)-2,6-naphthyridin-3-yl)cyclopropanecarboxamide